2-[4-[3-(3,5-dimethylpyrazol-1-yl)-6-oxopyridazin-1-yl]-2-fluoropiperidin-1-yl]-7,8-dihydro-5H-pyrano[4,3-b]pyridine-3-carbonitrile CC1=NN(C(=C1)C)C1=NN(C(C=C1)=O)C1CC(N(CC1)C1=C(C=C2C(=N1)CCOC2)C#N)F